OC1=C(C(N(C=C1C)C)=O)NC(N[C@@H](CC(=O)OCC)C1=CC(=CC=C1)C=1C=NC=CC1)=O ethyl (S)-3-(3-(4-hydroxy-1,5-dimethyl-2-oxo-1,2-dihydropyridin-3-yl)ureido)-3-(3-(pyridin-3-yl) phenyl)propanoate